C1(=NC=CC2=C1CC[C@H]2N)N (5R)-5H,6H,7H-cyclopenta[c]-pyridine-1,5-diamine